rac-(3R,4R)-4-(((6-(cyclopropyl(4-(trifluoromethyl)benzyl)amino)-5-fluoropyrimidin-4-yl)amino)methyl)piperidin-3-ol C1(CC1)N(C1=C(C(=NC=N1)NC[C@@H]1[C@H](CNCC1)O)F)CC1=CC=C(C=C1)C(F)(F)F |r|